NC=1C=C2C(N(C=NC2=CC1)CCOCC)=O 6-amino-3-(2-ethoxyethyl)quinazolin-4(3H)-one